4-(cis-4-(aminomethyl)-3-fluoropiperidin-1-yl)-N1-((R)-1-aminopropan-2-yl)-3-(2H-tetrazol-5-yl)benzene-1,2-disulfonamide NC[C@@H]1[C@@H](CN(CC1)C=1C(=C(C(=CC1)S(=O)(=O)N[C@@H](CN)C)S(=O)(=O)N)C=1N=NNN1)F